(2S)-2-amino-N-[3-[1-(3-chloro-6-oxo-1H-pyridazin-5-yl)ethyl]isoxazol-5-yl]-3,3-dicyclopropyl-propanamide N[C@H](C(=O)NC1=CC(=NO1)C(C)C1=CC(=NNC1=O)Cl)C(C1CC1)C1CC1